[1-(3-amino-5-trifluoromethyl-phenyl)-ethyl]-(7-bromo-imidazo[1,2-a]quinazolin-5-yl)-amine NC=1C=C(C=C(C1)C(F)(F)F)C(C)NC1=NC=2N(C3=CC=C(C=C13)Br)C=CN2